3-(acenaphthylen-1-yl)-9H-carbazole C1(=CC2=CC=CC3=CC=CC1=C23)C=2C=CC=3NC1=CC=CC=C1C3C2